C(C)C=1C(=CC=C2C=C(C=C(C12)C1=C(C=2N=C(N=C(C2C=N1)N1CC(CCCC1)C#N)OC[C@]12CCCN2C[C@@H](C1)F)F)O)F 1-(7-(8-Ethyl-7-fluoro-3-hydroxynaphthalen-1-yl)-8-fluoro-2-(((2r,7as)-2-fluorohexahydro-1H-pyrrolizin-7a-yl)methoxy)pyrido[4,3-d]pyrimidin-4-yl)azepan-3-carbonitrile